2-(trifluoromethyl)-5,6,8,9-tetrahydrobenzo[i]imidazo[1,2-g][1,4,7]dioxazecine-12-carbonitrile FC(C=1N=C2N(CCOCCOC3=C2C=CC(=C3)C#N)C1)(F)F